3-methoxy-3-methyl-6-(1-methylethenyl)cyclohexene alpha-Ketoglutarate O=C(C(=O)O)CCC(=O)O.COC1(C=CC(CC1)C(=C)C)C